ethyl 2-((3R)-1-(2-ethyl-6-(1-methyl-5-(((tetrahydro-2H-pyran-2-yl)oxy)methyl)-1H-pyrazol-4-yl) pyridin-3-yl)piperidin-3-yl)acetate C(C)C1=NC(=CC=C1N1C[C@H](CCC1)CC(=O)OCC)C=1C=NN(C1COC1OCCCC1)C